CN(C1=NC(=C(C(=O)N)C=C1CC)NC1=CC(=CC=C1)CCNC([C@H](C)NC)=O)C (S)-6-(dimethylamino)-5-ethyl-2-((3-(2-(2-(methylamino)propanamido)ethyl)phenyl)amino)nicotinamide